tert-Butyl (S)-3-(benzyl((S)-1-phenylethyl)amino)-6-((tert-butoxycarbonyl)(methyl)-amino)hexanoate C(C1=CC=CC=C1)N([C@H](CC(=O)OC(C)(C)C)CCCN(C)C(=O)OC(C)(C)C)[C@@H](C)C1=CC=CC=C1